(5-chloro-2-cyanophenyl)boronic acid ClC=1C=CC(=C(C1)B(O)O)C#N